BrC1=CC(=NC=C1)C(C(=O)N)N1CC2(C1)CN(C2)C (4-bromopyridin-2-yl)-2-{6-methyl-2,6-diazaspiro[3.3]heptan-2-yl}acetamide